C(C)(C)(C)OC(=O)N1C[C@H]([C@@H](C1)NCCC1CCOCC1)OC1=NC(=NC(=C1)C1=C(C=CC=C1C)C)NS(=O)(=O)C=1C=C(C(=O)O)C=CC1 3-[[4-[(3R,4R)-1-tert-butoxycarbonyl-4-(2-tetrahydropyran-4-ylethylamino)pyrrolidin-3-yl]oxy-6-(2,6-dimethylphenyl)pyrimidin-2-yl]sulfamoyl]benzoic acid